ClCC1COC=2C(O1)=CSC2 2-(chloromethyl)-2,3-dihydrothieno[3,4-b]-1,4-dioxin